C(CCC)OC(=O)N1CC(CCC1)C(NC[C@H]1C[C@H]([C@@H]2OC(O[C@@H]21)(C)C)N2C=CC1=C2N=CN=C1NC)=O butyl-3-((((3aR,4R,6R,6aS)-2,2-dimethyl-6-(4-(methylamino)-7H-pyrrolo[2,3-d]pyrimidin-7-yl)tetrahydro-4H-cyclopenta[d][1,3]dioxol-4-yl)methyl)carbamoyl)piperidine-1-carboxylate